2-(bicyclo[4.2.0]octa-1,3,5-trien-2-yl)-4,4,5,5-tetramethyl-1,3,2-dioxaborolane C12=C(C=CC=C2CC1)B1OC(C(O1)(C)C)(C)C